1-(6-(((5-amino-1,3,4-thiadiazol-2-yl)oxy)methyl)pyridin-3-yl)ethan-1-one NC1=NN=C(S1)OCC1=CC=C(C=N1)C(C)=O